C(C)(C)(CC(C)(C)C)C1=CC=C(CO)C=C1 4-t-octyl-benzyl alcohol